NC(C(=O)O)C[Se]CCNCCC(=O)OCC1=CC=CC=C1 2-amino-3-((2-((3-(benzyloxy)-3-oxopropyl)amino)ethyl)seleno)propanoic acid